F/C(=C/[C@H](C[C@H]1C(NCC1)=O)NC(=O)[C@@H]1N(C[C@@H]2[C@H]1CCC2)C(=O)C2(C1=CC=CC=C1C=1C=CC=CC21)O)/S(=O)(=O)C (1R,3aS,6aR)-N-((S,Z)-4-fluoro-4-(methylsulfonyl)-1-((S)-2-oxopyrrolidin-3-yl)but-3-en-2-yl)-2-(9-hydroxy-9H-fluorene-9-carbonyl)octahydrocyclopenta[c]pyrrole-1-carboxamide